Cl.COC1(CN(CC1)CCCOC1=NC(=NC2=CC=CC=C12)C)C 4-(3-(3-methoxy-3-methylpyrrolidin-1-yl)propoxy)-2-methyl-quinazoline hydrochloride